5-{3-[6-(2,3-Dihydro-benzo[1,4]dioxin-5-yl)-2-methoxy-pyridin-3-ylamino]-phenyl}-pyrrolidin-2-one O1CCOC2=C1C=CC=C2C2=CC=C(C(=N2)OC)NC=2C=C(C=CC2)C2CCC(N2)=O